COC1=CC=C(CS(=O)(=O)OC2=C(C=CC=C2)NC(=O)NC2=CC(=CC=C2)OS(=O)(=O)CC2=CC=C(C=C2)OC)C=C1 N-[2-(p-methoxybenzylsulfonyloxy)phenyl]-N'-[3-(p-methoxybenzylsulfonyloxy)phenyl]urea